(3R,4R)-(1H-benzo[d]imidazol-5-yl)-3-cyclopropyl-4-(4-(1-(trifluoromethyl)-1H-pyrazol-4-yl)phenyl)azetidin-2-one N1C=NC2=C1C=CC(=C2)N2C([C@@H]([C@@H]2C2=CC=C(C=C2)C=2C=NN(C2)C(F)(F)F)C2CC2)=O